C1(CC1)C1=NN(C=C1C1=CC2=C(C=N1)C=NN2C(C)C)[C@@H]2C[C@H](C2)CNC=2C=C1C(N(C(C1=CC2)=O)C2C(NC(CC2)=O)=O)=O 5-(((trans-3-(3-cyclopropyl-4-(1-isopropyl-1H-pyrazolo[4,3-c]pyridin-6-yl)-1H-pyrazol-1-yl)cyclobutyl)methyl)amino)-2-(2,6-dioxopiperidin-3-yl)isoindoline-1,3-dione